6-methoxy-1-(4-methoxybenzyl)-3,4-dihydroquinolin-2-one COC=1C=C2CCC(N(C2=CC1)CC1=CC=C(C=C1)OC)=O